COC(CC(=O)C1C(C1)C)=O.ClC1=NC=C(C=N1)S(=O)CCC 2-chloro-5-(propylsulfinyl)pyrimidine methyl-3-(2-methylcyclopropyl)-3-oxopropionate